CN1C(=NC=2C(=NC(=CC21)C2=CC=C(C=C2)C2CCN(CC2)C2CCOCC2)C)C2=CC=C(C=C2)S(=O)(=O)C 1,4-dimethyl-2-(4-(methylsulfonyl)phenyl)-6-(4-(1-(tetrahydro-2H-pyran-4-yl)piperidin-4-yl)phenyl)-1H-imidazo[4,5-c]pyridine